C1(=CC=CC=2OC3=C(C21)C=CC=C3)C3=CC=2OC=1C=C(C=C4OC=5C=CC=CC5N(C14)C2C=C3)C3=CC=CC=2OC1=C(C23)C=CC=C1 3,7-Bis-dibenzofuran-1-yl-5,9-dioxa-13b-aza-naphtho[3,2,1-de]anthracen